3-(aminomethyl-d2)-6-methyl-4-(methylthio)pyridin-2(1H)-one hydrochloride Cl.NC(C=1C(NC(=CC1SC)C)=O)([2H])[2H]